C(C)(=O)NC1=C(C(=O)NC=2C=NC=CC2)C=CC=C1 acetamido-N-(pyridin-3-yl)benzamide